C(C#C)O[C@H]1[C@@H](O[C@@H]([C@H]1O)CO)N1C=NC=2C(=O)NC(N)=NC12 2'-O-propargyl-guanosine